ClC=1C(=NC(=NC1)NC1=CC(=C(C=C1OC(C)C)C1CCN(CC1)CC(=O)NCCOCCNC)C)NC1=C(C=CC=C1)S(=O)(=O)C(C)C 2-(4-(4-((5-Chloro-4-((2-(isopropylsulfonyl)phenyl)amino)pyrimidin-2-yl)amino)-5-isopropoxy-2-methylphenyl)piperidin-1-yl)-N-(2-(2-(methylamino)ethoxy)ethyl)acetamide